(6aR)-8-propenoyl-4-chloro-1-((1R,5S)-8-oxa-3-azabicyclo[3.2.1]oct-3-yl)-3-(2-fluoro-6-hydroxyphenyl)-6,6a,7,8,9,10-hexahydro-12H-pyrazino[2,1-c]pyrido[3,4-f][1,4]oxazepin-12-one C(C=C)(=O)N1C[C@@H]2COC3=C(C(N2CC1)=O)C(=NC(=C3Cl)C3=C(C=CC=C3O)F)N3C[C@H]1CC[C@@H](C3)O1